methyl 5-(7-isopropyl-1,3-dimethyl-2-oxo-2,3-dihydro-1H-benzo[d]imidazole-5-carbonyl)-[2,3'-bipyridine]-6'-carboxylate C(C)(C)C1=CC(=CC2=C1N(C(N2C)=O)C)C(=O)C=2C=CC(=NC2)C=2C=NC(=CC2)C(=O)OC